(7S)-7-(1'-(2-(2,6-dioxopiperidin-3-yl)-1,3-dioxo-isoindolin-5-yl)-[1,4'-bipiperidin]-4-yl)-2-(4-phenoxyphenyl)-4,5,6,7-tetrahydropyrazolo[1,5-a]pyrimidine-3-carboxamide O=C1NC(CCC1N1C(C2=CC=C(C=C2C1=O)N1CCC(CC1)N1CCC(CC1)[C@@H]1CCNC=2N1N=C(C2C(=O)N)C2=CC=C(C=C2)OC2=CC=CC=C2)=O)=O